methyl 4-[5-methoxy-6-[[6-(trifluoromethyl)pyridine-2-carbonyl]amino]-1,3-benzothiazol-2-yl]cyclohexanecarboxylate COC=1C(=CC2=C(N=C(S2)C2CCC(CC2)C(=O)OC)C1)NC(=O)C1=NC(=CC=C1)C(F)(F)F